O[C@H]1C[C@@H](CCC1)N1C(C2(C3=C1N=C(N=C3)NC=3C(=NNC3)C#CC=3C=NC=CC3)CC2)=O 7'-((1R,3R)-3-hydroxycyclohexyl)-2'-((3-(pyridin-3-ylethynyl)-1H-pyrazol-4-yl)amino)spiro[cyclopropane-1,5'-pyrrolo[2,3-d]pyrimidin]-6'(7'H)-one